2-amino-9-((2R,3S,4S,5R)-4-fluoro-3-hydroxy-5-(hydroxymethyl)tetrahydrofuran-2-yl)-7-(thiophen-3-ylmethyl)-7,9-dihydro-8H-purin-8-one NC1=NC=C2N(C(N(C2=N1)[C@@H]1O[C@@H]([C@H]([C@H]1O)F)CO)=O)CC1=CSC=C1